N1CCC(CC1)CC(=O)O PIPERIDIN-4-YLACETIC ACID